C1=C(C=CC2=CC=CC=C12)\C(\C)=N/NC(C1=NC=CC=C1)=O (Z)-N'-(1-(naphthalen-2-yl)ethylidene)picolinohydrazide